2-(3-(ethoxymethyl)-3-phenethyl-pyrrolidin-1-yl)-2-(6-methylpyridin-3-yl)ethanol C(C)OCC1(CN(CC1)C(CO)C=1C=NC(=CC1)C)CCC1=CC=CC=C1